N1(CCOCC1)C(=O)C1=CC=C(C=C1)NC(OC[C@@H]1OC2=C(C1)C1=C(N=C(S1)C1=C3N=CC(=NC3=CC(=C1)C)OC)C=C2F)=O (R)-(5-fluoro-2-(2-methoxy-7-methylquinoxalin-5-yl)-7,8-dihydrobenzofuro[5,4-d]thiazol-7-yl)methyl (4-(morpholine-4-carbonyl) phenyl)carbamate